F[C@@H]1CN(CC1)C(=O)[C@H]1CC[C@H](C=2N1C(N(N2)CC=2C=NC(=CC2)C(F)(F)F)=O)C(F)(F)F |&1:8,11| (5RS,8RS)-5-{[(3S)-3-Fluoropyrrolidin-1-yl]carbonyl}-8-(trifluoromethyl)-2-{[6-(trifluoromethyl)pyridin-3-yl]methyl}-5,6,7,8-tetrahydro[1,2,4]triazolo[4,3-a]pyridin-3(2H)-one